5-((tert-Butyldimethylsilyl)oxy)-3-isopropyl-2-(2-methylpyridin-4-yl)-1H-indole-1-carboxylic acid tert-butyl ester C(C)(C)(C)OC(=O)N1C(=C(C2=CC(=CC=C12)O[Si](C)(C)C(C)(C)C)C(C)C)C1=CC(=NC=C1)C